4-(9-carboxynonyloxy)benzoic acid C(=O)(O)CCCCCCCCCOC1=CC=C(C(=O)O)C=C1